FC(C1=CC=C(C=N1)NC(O)=O)(F)F (6-(trifluoromethyl)pyridin-3-yl)carbamic acid